N1C=C(C2=CC=CC=C12)CC(CCCC)NC(=O)C1=CN=C(S1)N1CCN(CC1)C=1C=NN(C1)C N-[1-(1H-indol-3-ylmethyl)pentyl]-2-[4-(1-methylpyrazol-4-yl)piperazin-1-yl]Thiazole-5-carboxamide